C1CCC2=C(C=3CCCC3C=C12)NC(=O)N=[S@](=O)(N)C=1C=NN2C1O[C@H](C2)CO (R,2R)-N'-((1,2,3,5,6,7-hexahydro-s-indacen-4-yl)carbamoyl)-2-(hydroxymethyl)-2,3-dihydropyrazolo[5,1-b]oxazole-7-sulfonimidamide